2-((4-(bis(4-methoxybenzyl)amino)-1,3-dihydrofuro[3,4-c]pyridin-7-yl)amino)-2-oxoacetic acid COC1=CC=C(CN(C2=NC=C(C3=C2COC3)NC(C(=O)O)=O)CC3=CC=C(C=C3)OC)C=C1